C1(=C(C=CC=C1)B(C1=C(C=C(C=C1C)B1OC(C(O1)(C)C)(C)C)C)C1=C(C=CC=C1)C)C 2-(4-(di-o-tolylboryl)-3,5-dimethylphenyl)-4,4,5,5-tetramethyl-1,3,2-dioxaborolane